lauryliminodipropionate C(CCCCCCCCCCC)N(CCC(=O)[O-])CCC(=O)[O-]